C(C)OC(CC(C)(OOC(C)(C)C)OOC(C)(C)C)=O Ethyl-3,3-bis(t-butylperoxy)-butyrat